1-(5-(((tert-butyldimethylsilyl)oxy)methyl)thiazol-2-yl)-3,3-dimethylcyclopentan-1-ol [Si](C)(C)(C(C)(C)C)OCC1=CN=C(S1)C1(CC(CC1)(C)C)O